FC1=CC=C(C2=CN(N=C12)C1OCCCC1)C1=C(C(NC2=C3C=CC=NC3=C(C=C12)C)=O)[N+]1=CC=CC=C1 4-[7-fluoro-2-(oxan-2-yl)indazol-4-yl]-6-methyl-3-pyridin-1-ium-1-yl-1H-1,7-phenanthrolin-2-one